C(C)(C)N1N=C(C2=C1C=1N(N=C2)C=C(C1)C1=CC=NC=C1)NCC1CCN(CC1)C 1-isopropyl-N-((1-methylpiperidin-4-yl)methyl)-8-(pyridin-4-yl)-1H-pyrazolo[3,4-d]pyrrolo[1,2-b]pyridazin-3-amine